3-(5-chloro-2,3-dihydroxybenzylidene-amino)-1-hydroxy-4-(4-hydroxyphenyl)butan-2-one ClC=1C=C(C(=C(C=NC(C(CO)=O)CC2=CC=C(C=C2)O)C1)O)O